NC1=C(C=C(C=C1)C(C(=O)N(CC(F)(F)F)C)COC)F 2-(4-amino-3-fluorophenyl)-3-methoxy-N-methyl-N-(2,2,2-trifluoroethyl)propanamide